3-methylcyclopentadecane-1,5-diol CC1CC(CCCCCCCCCCC(C1)O)O